tert-butyl 6-[(3-amino-2,6-difluorophenyl)methoxy]-1-methyl-2-oxoimidazo[4,5-b]pyridine-3-carboxylate NC=1C(=C(C(=CC1)F)COC=1C=C2C(=NC1)N(C(N2C)=O)C(=O)OC(C)(C)C)F